NC1=NC=2C=CC(=CC2C2=C1COC2)C(=O)N(C)CC2=CC=C(C=N2)C=2CCN(CC2)C(=O)OC methyl 6-((((4-amino-1,3-dihydrofuro[3,4-c]quinolin-8-yl)carbonyl)(methyl)amino)methyl)-3',6'-dihydro[3,4'-bipyridine]-1'(2'H)-carboxylate